4-methylpentanal CC(CCC=O)C